didecyl heptanedioate C(CCCCCC(=O)OCCCCCCCCCC)(=O)OCCCCCCCCCC